FC(OC=1C=C(C=CC1)N1N=C(C=2C1=NC=C(C2)C(=O)NC2(CS(C2)(=O)=O)C)[C@H](C)O)F (S)-1-(3-(difluoromethoxy)phenyl)-3-(1-hydroxyethyl)-N-(3-methyl-1,1-dioxidothietan-3-yl)-1H-pyrazolo[3,4-b]pyridine-5-carboxamide